Thiol-one S1(C=CC=C1)=O